4-(2-bromoethyl)-N'-hydroxy-benzamidine BrCCC1=CC=C(C(=NO)N)C=C1